C(C)OC(CN1N=C2C(=C(C=C(C2=C1)C)Br)Cl)=O 2-(6-bromo-7-chloro-4-methyl-indazol-2-yl)acetic acid ethyl ester